(4-(azetidin-3-yl)-1H-1,2,3-triazole-1-yl)methyl pivalate C(C(C)(C)C)(=O)OCN1N=NC(=C1)C1CNC1